5,5'-diisopropyl-2,2'-diaminobiphenyl hydrochloride Cl.C(C)(C)C=1C=CC(=C(C1)C1=C(C=CC(=C1)C(C)C)N)N